C(=O)C1=C(C=CC=C1OC)B(O)O 2-formyl-3-methoxyphenylboronic acid